2-(7-chloro-2-(1-hydroxyethyl)-4-oxofuro[2,3-d]pyridazin-5(4H)-yl)-N-(2,2-difluorobenzo[d][1,3]dioxol-5-yl)-N-methylacetamide ClC1=NN(C(C2=C1OC(=C2)C(C)O)=O)CC(=O)N(C)C2=CC1=C(OC(O1)(F)F)C=C2